O1N=C(C2=C1C=CC=C2)C2CCN(CC2)CCN2CCC=1C=CC(=NC1C2=O)F 7-{2-[4-(1,2-Benzisoxazol-3-yl)piperidin-1-yl]ethyl}-2-fluoro-6,7-dihydro-1,7-naphthyridin-8(5H)-one